C[Si](C1=C2C=CC3=CC=C(C4=CC=C(C=C1)C2=C43)C4=CC=C(C=C4)OCCO)(C4=C3C=CC2=CC=C(C1=CC=C(C=C4)C3=C12)C1=CC=C(C=C1)OCCO)C 2,2'-((((dimethylsilanediyl)bis(pyrene-6,1-diyl))bis(4,1-phenylene))bis(oxy))bis(ethan-1-ol)